Methyl (E)-2-methyl-3-(thiophen-3-yl)acrylate C/C(/C(=O)OC)=C\C1=CSC=C1